5-(bromomethyl)pyrimidine BrCC=1C=NC=NC1